N-((S)-4-((1S,2R)-2-(4-fluorophenyl)cyclopropylamino)-1-(4-methylpiperazin-1-yl)-1-oxobutan-2-yl)biphenyl-4-carboxamide FC1=CC=C(C=C1)[C@@H]1[C@H](C1)NCC[C@@H](C(=O)N1CCN(CC1)C)NC(=O)C1=CC=C(C=C1)C1=CC=CC=C1